CC1=NC(=CC(=C1)C1=C(N=CC(=N1)C(=O)N)C=1OC=CN1)C 6-(2,6-dimethylpyridin-4-yl)-5-(1,3-Oxazol-2-yl)pyrazine-2-carboxamide